2'-fluoro-2-methyl-[1,1'-biphenyl]-3-amine FC1=C(C=CC=C1)C1=C(C(=CC=C1)N)C